tert-butyl 2-({1-[2-(2,6-dioxopiperidin-3-yl)-1,3-dioxoisoindol-5-yl]piperidin-4-yl}oxy)acetate O=C1NC(CCC1N1C(C2=CC=C(C=C2C1=O)N1CCC(CC1)OCC(=O)OC(C)(C)C)=O)=O